Rel-N-((1R,3S)-3-hydroxy-2,3-dihydro-1H-inden-1-yl)-4-(5-methyl-7H-pyrrolo[2,3-d]pyrimidin-4-yl)-3,4-dihydro-2H-1,4-thiazine-6-carboxamide O[C@H]1C[C@H](C2=CC=CC=C12)NC(=O)C1=CN(CCS1)C=1C2=C(N=CN1)NC=C2C |o1:1,3|